CN(C(=O)C1=CC=C(C(=N1)C(=O)OC)B1OC(C(O1)(C)C)(C)C)CCC methyl 6-(methyl(propyl)carbamoyl)-3-(4,4,5,5-tetramethyl-1,3,2-dioxaborolan-2-yl)picolinate